N-(8-((2,6-dimethylbenzyl)amino)-2,3-dimethylimidazo[1,2-a]pyridin-6-yl)-1,3-dihydro-2H-pyrrolo[3,4-c]pyridine-2-carboxamide CC1=C(CNC=2C=3N(C=C(C2)NC(=O)N2CC=4C=NC=CC4C2)C(=C(N3)C)C)C(=CC=C1)C